OC1C(N(CCO1)CC)(O)O trihydroxy(ethyl-morpholine)